butyl-N-[1-[[tert-butyl(diphenyl)silyl]oxymethyl]-2-hydroxy-ethyl]carbamate C(CCC)OC(NC(CO)CO[Si](C1=CC=CC=C1)(C1=CC=CC=C1)C(C)(C)C)=O